COC(=O)C1=NC=C(C=C1)O[C@@H]1CN(C[C@H]1F)C(=O)OC(C)(C)C 5-{[(3R,4R)-1-(tert-butoxycarbonyl)-4-fluoropyrrolidin-3-yl]oxy}pyridine-2-carboxylic acid methyl ester